CON(C(=O)C1=CC=2C(=NC=CC2)N1)C N-methoxy-N-methyl-1H-pyrrolo[2,3-b]pyridine-2-carboxamide